Dimethyl 5-sulfoisophthalate S(=O)(=O)(O)C=1C=C(C=C(C(=O)OC)C1)C(=O)OC